lanthanum nonadecanoate C(CCCCCCCCCCCCCCCCCC)(=O)[O-].[La+3].C(CCCCCCCCCCCCCCCCCC)(=O)[O-].C(CCCCCCCCCCCCCCCCCC)(=O)[O-]